C(C)(C)(C)OC(NC12CC(C1)(C2)NC(COC2=CC=C(C=C2)Cl)=O)=O {3-[2-(4-chlorophenoxy)acetylamino]bicyclo[1.1.1]pentan-1-yl}carbamic acid tert-butyl ester